bis-((4-azidosalicylamido) ethyl) disulfide N(=[N+]=[N-])C=1C=C(C(C(=O)NCCSSCCNC(C=2C(O)=CC(=CC2)N=[N+]=[N-])=O)=CC1)O